C1=C(C=CC2=CC=CC=C12)C1=CC(=CN=N1)C(=O)C1=CC=C(C=C1)C (6-(Naphthalen-2-yl)pyridazin-4-yl)(p-tolyl)methanone